C(#N)C1=CC(=NC=N1)N1N=CN=C1C(C)C1=C(C(=O)N)C=C(C=C1C1CC1)OC(F)(F)F {1-[1-(6-cyanopyrimidin-4-yl)-1H-1,2,4-triazol-5-yl]ethyl}-3-cyclopropyl-5-(trifluoromethoxy)benzamide